3-(methylsulfonyl)-propyl methacrylate C(C(=C)C)(=O)OCCCS(=O)(=O)C